C(#N)C1=C2C(=C(C(NC2=CC=C1OC)=O)CC(=O)OC)C methyl 2-(5-cyano-6-methoxy-4-methyl-2-oxo-1H-quinolin-3-yl)acetate